ClC1=C(C[C@@H]2N(OCC2)C2=CC(=NC=N2)NC=2C(=CC(=C(C2)NC(C=C)=O)N2CCN(CC2)C)OC)C=CC=C1Cl N-(5-((6-((S)-3-(2,3-dichlorobenzyl)-isoxazolidine-2-yl)pyrimidine-4-yl)amino)-4-methoxy-2-(4-methylpiperazine-1-yl)phenyl)acrylamide